Phenyliodonium C1(=CC=CC=C1)[IH+]